BrC1=NN(C(=C1)C)C 3-Bromo-1,5-dimethylpyrazole